C(C)(C)OC1=CC(=NC=C1)C1=NSC(=N1)NC1=C(C=C(C=N1)N(C(C)=O)C)C(F)(F)F N-(6-(3-(4-isopropoxy-pyridin-2-yl)-1,2,4-thiadiazol-5-ylamino)-5-(trifluoromethyl)pyridin-3-yl)-N-methylacetamide